C(CCCCCCCCCCC)CN(CCCS(=O)(=O)[O-])C 3-(dodecyldimethylamino)-propanesulfonate